methyl 2-oxo-1,2,3,4-tetrahydroquinoxaline-6-carboxylate O=C1NC2=CC=C(C=C2NC1)C(=O)OC